(tricumyl)iodonium C(C)(C)(C1=CC=CC=C1)[IH+](C(C)(C)C1=CC=CC=C1)C(C)(C)C1=CC=CC=C1